FC(OC1=CC=CC=2C(N([C@H]3C=4N([C@@H](C21)C3)C3=C(N4)C=CC(=C3F)C#CC[Si](C)(C)C)C([2H])([2H])[2H])=O)F (7R,14R)-1-(difluoromethoxy)-12-fluoro-6-(methyl-d3)-11-(3-(trimethylsilyl)prop-1-yn-1-yl)-6,7-dihydro-7,14-methanobenzo[f]benzo[4,5]imidazo[1,2-a][1,4]diazocin-5(14H)-one